CC1=CC=C(C=C1)S(=O)(=O)N1C=NC=C1 1-p-toluenesulfonyl-1H-imidazole